O=C1N(CC2=CC(=CC=C12)C1=NC=CC(=C1)CN1CCN(CC1)C1=NC=CN=C1)C1C(NC(CC1)=O)=O 3-(1-oxo-5-(4-((4-(pyrazin-2-yl)piperazin-1-yl)methyl)pyridin-2-yl)isoindolin-2-yl)piperidine-2,6-dione